C1(CCCCC1)C[C@@H](C(=O)NC(CO)CC1C(NC2(C1)CCOCC2)=O)NC(=O)C=2NC1=CC=CC(=C1C2)OC N-((2S)-3-cyclohexyl-1-((1-hydroxy-3-(2-oxo-8-oxa-1-azaspiro[4.5]decan-3-yl)propan-2-yl)amino)-1-oxopropan-2-yl)-4-methoxy-1H-indole-2-carboxamide